4-[2-(3-methylbenzoyl)hydrazinecarbonyl]piperidine-1-carboxylic acid tert-butyl ester C(C)(C)(C)OC(=O)N1CCC(CC1)C(=O)NNC(C1=CC(=CC=C1)C)=O